CNCC1OCC(C2=C1SC=C2)C2=CC1=CC=CC=C1C=C2 methyl-1-(4-(naphthalen-2-yl)-4,7-dihydro-5H-thieno[2,3-c]pyran-7-yl)methylamine